1-(2,4-difluoro-3-(3-morpholinoquinoxaline-6-carbonyl)phenyl)-3-(4-fluoro-3-(trifluoromethyl)phenyl)urea FC1=C(C=CC(=C1C(=O)C=1C=C2N=C(C=NC2=CC1)N1CCOCC1)F)NC(=O)NC1=CC(=C(C=C1)F)C(F)(F)F